[2-(1-{[4-(trifluoromethyl)phenyl]methyl}-1,2,3-triazapentan-4-yl)ethyl]-1,2,3,4-tetrahydroquinazoline-2,4-dione FC(C1=CC=C(C=C1)CNNNC(C)CCN1C(NC(C2=CC=CC=C12)=O)=O)(F)F